2-(2,3-dihydro-1,4-benzodioxin-6-ylamino)-4-(3-quinolylamino)pyrimidine O1CCOC2=C1C=CC(=C2)NC2=NC=CC(=N2)NC=2C=NC1=CC=CC=C1C2